ClC1=CC=C(C=C1)C#CC1=CC=C2C(=N1)SC(=N2)NC(C2=CN=C(C=C2C2=C(C=CC(=C2)C#N)OC)C)=O N-(5-((4-chlorophenyl)ethynyl)thiazolo[5,4-b]pyridin-2-yl)-4-(5-cyano-2-methoxyphenyl)-6-methylnicotinamide